COC=1C=C(CCN(C=2SC3=C(N2)C=CC=C3F)CC3=CC=C(C=C3)C#CC(=O)O)C=CC1OC 3-(4-(((3,4-dimethoxyphenethyl)(7-fluorobenzo[d]thiazol-2-yl)amino)-methyl)phenyl)propiolic acid